N-((2S,3R)-3-hydroxy-1-(((R)-1-((R)-4-(2-(isopropylamino)-2-oxoethyl)-5-oxo-1,3,2-dioxaborolan-2-yl)-3-methylbutyl)amino)-1-oxobutan-2-yl)-6-phenylpicolinamide O[C@@H]([C@@H](C(=O)N[C@@H](CC(C)C)B1OC([C@H](O1)CC(=O)NC(C)C)=O)NC(C1=NC(=CC=C1)C1=CC=CC=C1)=O)C